C(C)N(CC)CC1=CC=C(C=C1)C1=CC(=C2C(=N1)C=CS2)NCCCN2CCC(CC2)N2CCCC2 5-(4-((diethylamino)methyl)phenyl)-N-(3-(4-(pyrrolidin-1-yl)piperidin-1-yl)propyl)thieno[3,2-b]pyridin-7-amine